[Cu].[Ag].[Au] gold-silver-copper